CN1C2(C3=C(C1=O)C=C(S3)C3=NC(=NC=C3C(F)(F)F)NC3CCN(CC3)S(=O)(=O)C)COC2 5'-Methyl-2'-(2-((1-(methylsulfonyl)piperidin-4-yl)amino)-5-(trifluoromethyl)pyrimidin-4-yl)spiro[oxetane-3,6'-thieno[2,3-c]pyrrol]-4'(5'H)-one